NC1=CC(=C(O[C@H]2CN(CC2)C(=O)OC(C)(C)C)C=C1)C tert-butyl (3R)-3-(4-amino-2-methyl-phenoxy)pyrrolidine-1-carboxylate